(S)-2-(2,6-difluorobenzoylamino)-3-(8-(4-(ethoxymethyl)-2,6-dimethoxyphenyl)-3-(trifluoromethyl)quinolin-5-yl)propionic acid FC1=C(C(=O)N[C@H](C(=O)O)CC2=C3C=C(C=NC3=C(C=C2)C2=C(C=C(C=C2OC)COCC)OC)C(F)(F)F)C(=CC=C1)F